C(C1=CC=CC=C1)OCC=1N=NN(C1)[C@H](C(=O)N1[C@@H](C[C@H](C1)O)C(=O)NC)C(C)(C)C (2S,4r)-1-[(2S)-2-[4-(benzyloxymethyl)triazol-1-yl]-3,3-dimethyl-butyryl]-4-hydroxy-N-methyl-pyrrolidine-2-carboxamide